CC(CCO)CC\C=C(\CC)/C (E,Z)-3,7-dimethylnon-6-en-1-ol